NC/C(/CN1N=CN(C1=O)CC=1SC(=CC1)C#CC=1C=CC2=C(NCCO2)C1)=C\F 2-[(E)-2-(aminomethyl)-3-fluoro-allyl]-4-[[5-[2-(3,4-dihydro-2H-1,4-benzoxazin-6-yl)ethynyl]-2-thienyl]methyl]-1,2,4-triazol-3-one